CC1=C(C=CC(=C1)C=1N=C(SC1)NC1=CC=C(C=C1)S(=O)(=O)C)S(=O)(=O)N methyl-4-(2-((4-(methylsulfonyl)phenyl)amino)thiazol-4-yl)benzenesulfonamide